FC(COC1=CC=C(C=N1)N1CCN(CC1)CC1=CN=C2C=C(C(NC2=C1)=O)CC)F 7-((4-(6-(2,2-difluoroethoxy)pyridin-3-yl)piperazin-1-yl)methyl)-3-ethyl-1,5-naphthyridin-2(1H)-one